C=CC(CCCC)O 1-heptene-3-ol